C1(CCCCC1)CN1C(CN(CC1)C(=O)OC(C)(C)C)CC(=O)OC tert-butyl 4-(cyclohexylmethyl)-3-(2-methoxy-2-oxoethyl)piperazine-1-carboxylate